C1=CC=CC=2C3=CC=CC=C3C(C12)COC(=O)N[C@@H](CCC(NC1O[C@@H]([C@H]2OC(O[C@H]21)(C)C)CO)=O)C(=O)OCC2=CC=CC=C2 benzyl N2-(((9H-fluoren-9-yl)methoxy)carbonyl)-N5-((3aR,6R,6aR)-6-(hydroxymethyl)-2,2-dimethyltetrahydrofuro[3,4-d][1,3]dioxol-4-yl)-L-glutaminate